(S)-2-((t-butoxycarbonyl)amino)-5-(hydroxyamino)-5-iminopentanoic acid C(C)(C)(C)OC(=O)N[C@H](C(=O)O)CCC(=N)NO